OC1=C(CN2C3=C1C=CC=C3OC=3C=CC=CC23)C(C(F)(F)F)=O 3-hydroxy-2-(2,2,2-trifluoroethan-1-on-1-yl)-1H-pyrido[3,2,1-kl]phenoxazin